1,2-bis(3-chlorophenyl)acetylene carbon [C].ClC=1C=C(C=CC1)C#CC1=CC(=CC=C1)Cl